C1(=CC=CC=C1)C(=O)C=1N=C(NC1)C1=CNC2=CC=CC=C12 (2-(1H-indol-3-yl)-1H-imidazole-4-yl) phenyl ketone